OS(=O)(=O)C(F)(F)F.C(CCC)N1C(N(C=C1)C)C 1-butyl-2,3-dimethylimidazole triflate